CC1C(CC2(OC3=CC(=CC(=C3C1C2)O)C(C)C(CCCCC)C)C(C)C)O 12-Methyl-5-(3-methyloctan-2-yl)-9-propan-2-yl-8-oxatricyclo[7.3.1.02,7]trideca-2,4,6-triene-3,11-diol